C(C=C)N(CCC1=CNC2=C(C=CC=C12)OC(C(C)C)=O)CC isobutyric acid 3-(2-(allyl (ethyl) amino) ethyl)-1H-indol-7-yl ester